N1=CC=CC2=C(C=CC=C12)C(C)O 1-(quinolin-5-yl)ethan-1-ol